(S)-1',1'-Difluoro-2-(5-fluoro-2-pyridyl)-3-(6-methyl-1H-pyrazolo[3,4-b]pyridin-4-yl)spiro[4,6-dihydropyrrolo[1,2-b]pyrazole-5,2'-cyclopropane] FC1([C@]2(C1)CC=1N(N=C(C1C1=C3C(=NC(=C1)C)NN=C3)C3=NC=C(C=C3)F)C2)F